(2,6-dichlorophenyl)-5-isopropylisoxazole-4-carboxylic acid methyl ester COC(=O)C=1C(=NOC1C(C)C)C1=C(C=CC=C1Cl)Cl